dihydropyrrolo-pyrazine N1CCN=C2C1=CC=N2